N1=C(C=NC=C1)N1CCNCC1 1-(2-pyrazinyl)piperazine